C(C)OP(=O)(OCC)CC=1C=CC(=C(C(=O)OC)C1)OC methyl 5-((diethoxyphosphoryl)methyl)-2-methoxybenzoate